(2',5'-difluoro-[1,1'-biphenyl]-4-yl)-N-methyl-N-(4-methyl-5-(N-(methyl-d3)sulfamoyl)thiazol-2-yl)acetamide FC1=C(C=C(C=C1)F)C1=CC=C(C=C1)CC(=O)N(C=1SC(=C(N1)C)S(NC([2H])([2H])[2H])(=O)=O)C